β-hydroxyethyl ether OCCOCCO